4-{[(4'-cyanophenyl)carbamoyl]amino}benzenesulfonamide N#CC1C=CC(NC(=O)NC2C=CC(S(N)(=O)=O)=CC=2)=CC=1